(+)-2-(3-chloro-2-fluorophenyl)-2-[(4-{[(1,3-oxazol-2-yl)amino]methyl}-1H-1,3-benzodiazol-2-yl)amino]propan-1-ol ClC=1C(=C(C=CC1)C(CO)(C)NC1=NC2=C(N1)C=CC=C2CNC=2OC=CN2)F